(R)-1'-(5-Amino-1-(8-fluoroquinolin-4-yl)-1H-pyrazole-4-carbonyl)-6-chloro-5-fluorospiro[benzo[d][1,3]oxazine-4,3'-piperidin]-2(1H)-one NC1=C(C=NN1C1=CC=NC2=C(C=CC=C12)F)C(=O)N1C[C@@]2(CCC1)C1=C(NC(O2)=O)C=CC(=C1F)Cl